4,5,6-trimethoxybenzaldehyde COC1=CC=C(C=O)C(=C1OC)OC